FC1=CC=C(CNC(=O)C2=CC(=NN2)C2=CC(=C(C(=C2)OC)OC)OC)C=C1 N-(4-Fluorobenzyl)-3-(3,4,5-trimethoxyphenyl)-1H-pyrazole-5-carboxamide